ClC=1N=C(C2=C(N1)NC=C2Cl)OC(C)C2=CC=CC=C2 2,5-dichloro-4-(1-phenylethoxy)-7H-pyrrolo[2,3-d]pyrimidine